COC=1C=CC2=C(C(NS(O2)(=O)=O)CC(=O)C2=CC=CC=C2)C1 2-(6-methoxy-2,2-dioxido-3,4-dihydrobenzo[e][1,2,3]oxathiazin-4-yl)-1-phenylethan-1-one